Ethyl 2-((2-(2-fluoro-5-((6-fluoro-4-(methylsulfonyl)-1H-indol-5-yl)oxy)phenyl)-1H-imidazol-4-yl)(phenyl)methoxy)acetate FC1=C(C=C(C=C1)OC=1C(=C2C=CNC2=CC1F)S(=O)(=O)C)C=1NC=C(N1)C(OCC(=O)OCC)C1=CC=CC=C1